FC(C1=NN(C(=C1C(=O)N[C@@H](C)C1=CC=C(C(=O)OC)C=C1)OC1=CC(=C(C(=C1)F)F)F)C)F methyl (S)-4-(1-(3-(difluoromethyl)-1-methyl-5-(3,4,5-trifluorophenoxy)-1H-pyrazole-4-carboxamido)ethyl)benzoate